magnesium perfluoropinacol borate B([O-])([O-])OC(C(F)(F)F)(C(F)(F)F)C(C(F)(F)F)(C(F)(F)F)O.[Mg+2]